C(C)(C)(C)OC(=O)NCCCN(C(OC(C)(C)C)=O)CC(CNCCO)O tert-butyl N-[3-(tert-butoxycarbonylamino)propyl]-N-[2-hydroxy-3-(2-hydroxyethylamino)propyl]carbamate